6-bromo-2-{[3-(trifluoromethyl)pyrrolidin-1-yl]methyl}thieno[3,2-d]pyrimidin-4(3H)-one BrC1=CC=2N=C(NC(C2S1)=O)CN1CC(CC1)C(F)(F)F